4-(2-chloro-5-(4,4,5,5-tetramethyl-1,3,2-dioxaborolan-2-yl)phenyl)-2-phenyl-6-(4-(pyridin-2-yl)phenyl)pyrimidine ClC1=C(C=C(C=C1)B1OC(C(O1)(C)C)(C)C)C1=NC(=NC(=C1)C1=CC=C(C=C1)C1=NC=CC=C1)C1=CC=CC=C1